COC(C1=C(C=C(C(=C1)OC)[N+](=O)[O-])Cl)=O 2-chloro-5-methoxy-4-nitrobenzoic acid methyl ester